tert-butyl 1-(6-methoxypyridin-2-yl)hydrazinecarboxylate COC1=CC=CC(=N1)N(N)C(=O)OC(C)(C)C